CN(C1CCN(CC1)CC1=CC=C(C=C1)C=1C=CC2=C(N(C(=N2)C2=CC=C(C=C2)NS(=O)(=O)C)C)C1)C N-(4-(6-(4-((4-(dimethylamino)piperidin-1-yl)methyl)phenyl)-1-methyl-1H-benzo[d]imidazol-2-yl)phenyl)methanesulfonamide